C1(=CC=CC=C1)C(CC)N α-phenylpropylamine